O=C1NC(CC[C@@H]1N1C(C2=CC=C(C=C2C1)N1CCN(CC1)CC1(CCC2(CN(C2)C(=O)OC(C)(C)C)CC1)F)=O)=O tert-butyl 7-[[4-[2-[(3S)-2,6-dioxo-3-piperidyl]-1-oxo-isoindolin-5-yl]piperazin-1-yl]methyl]-7-fluoro-2-azaspiro[3.5]nonane-2-carboxylate